FC1(CCN(CC1)C=1N=C(C=C2C1OC=C2)NC(C2=C(C=C(C=C2)NS(=O)(=O)CCO)C2=CCC1(CC1)CC2)=O)F N-(7-(4,4-difluoropiperidin-1-yl)furo[2,3-c]pyridin-5-yl)-4-((2-hydroxyethyl)sulfonamido)-2-(spiro[2.5]oct-5-en-6-yl)benzamide